CC1=CC=2C(=C(N=NC2C2=C(C=C(C=C2)OC(F)(F)F)O)N[C@H]2CN(CCC2)C)N=C1 2-(3-methyl-8-{[(3R)-1-methylpiperidin-3-yl]amino}pyrido[2,3-d]pyridazin-5-yl)-5-(trifluoromethoxy)phenol